C(C=C)(=O)N1CCC1 1-acryloylazetidine